2-butyl carbamate C(N)(OC(C)CC)=O